1-chloro-2,3-difluoro-4-nitrobenzene ClC1=C(C(=C(C=C1)[N+](=O)[O-])F)F